1-(1-Bromonaphthalen-2-yl)pyrrolidine BrC1=C(C=CC2=CC=CC=C12)N1CCCC1